7-(4,4,5,5-tetramethyl-1,3,2-dioxaborolan-2-yl)-1,2,3,4-tetrahydroquinoline CC1(OB(OC1(C)C)C1=CC=C2CCCNC2=C1)C